O=C1NNCN1 3-oxo-4,5-dihydro-1H-1,2,4-triazol